[Sb]=O.[La].[Ti] titanium lanthanum antimony oxide